C1(CC1)CN1CC[C@@]23CCNCC[C@@H]2[C@H]1CC1=CC(=CC=C13)I (5aS,6R,11bS)-14-(cyclopropylmethyl)-9-iodo-2,3,4,5,6,7-hexahydro-6,11b-(epiminoethano)naphtho[1,2-d]azepine